N-(4-(benzyloxy)-3-methoxy-5-((4-methoxybenzyl)oxy)benzyl)-3-nitropyridin-2-amine C(C1=CC=CC=C1)OC1=C(C=C(CNC2=NC=CC=C2[N+](=O)[O-])C=C1OCC1=CC=C(C=C1)OC)OC